2-((1r,2s)-1-(2-chloro-5-fluorophenyl)-1-(3-methyl-1H-pyrazol-1-yl)propan-2-yl)-5-hydroxy-N-(isoxazol-4-yl)-1-methyl-6-oxo-1,6-dihydropyrimidine-4-carboxamide ClC1=C(C=C(C=C1)F)[C@@H]([C@H](C)C=1N(C(C(=C(N1)C(=O)NC=1C=NOC1)O)=O)C)N1N=C(C=C1)C